2-[1,1-biphenyl]-4-yl-2-hydroxybutyric acid C1(=CC=C(C=C1)C(C(=O)O)(CC)O)C1=CC=CC=C1